C1(CCCCC1)CNC1CC(CCC1)N N-(cyclohexylmethyl)cyclohexane-1,3-diamine